4-phenyl-4'-methylbenzophenone sulfide C1(=CC=CC=C1)C1=CC2C(C(=O)C3=CC=C(C=C3)C)(C=C1)S2